N-(cyanomethyl)-7-phenylthieno[3,2-d]pyrimidin-2-ylamine C(#N)CNC=1N=CC2=C(N1)C(=CS2)C2=CC=CC=C2